2-acetyl-4-hydroxynaphtho[2,3-b]furan-9-yl (3-((2-((methoxycarbonyl)amino)ethyl)amino)propyl)carbamate COC(=O)NCCNCCCNC(OC1=C2C=CC=CC2=C(C2=C1OC(=C2)C(C)=O)O)=O